4-{[5-benzyl-3-(1-ethyl-1H-benzo[d][1,2,3]triazol-5-yl)-1H-pyrazol-1-yl]methyl}-N-hydroxybenzoamide C(C1=CC=CC=C1)C1=CC(=NN1CC1=CC=C(C(=O)NO)C=C1)C1=CC2=C(N(N=N2)CC)C=C1